(Z)-1,2-dihydroxyethylene O\C=C/O